2-cyano-5-(methyl-d3)-6-(4-fluorophenyl)pyridine C(#N)C1=NC(=C(C=C1)C([2H])([2H])[2H])C1=CC=C(C=C1)F